6'-(4-fluorobenzyl)-1',2'-dihydrospiro[cyclopropane-1,3'-pyrrolo[3,2-b]pyridine] FC1=CC=C(CC=2C=C3C(=NC2)C2(CN3)CC2)C=C1